CNCCNC(CCC)=O N-[2-(methylamino)ethyl]butanamide